C(C)OC(=O)C=1N=CC=2CN(CCC2C1)C1=CC(=C(C(=C1)OCCOC)F)F 7-(3,4-difluoro-5-(2-methoxyethoxy)phenyl)-5,6,7,8-tetrahydro-2,7-naphthyridine-3-carboxylic acid ethyl ester